methyl 5-((3-([1,1'-biphenyl]-3-yl)-1H-pyrazol-1-yl)methyl)nicotinate C1(=CC(=CC=C1)C1=NN(C=C1)CC=1C=NC=C(C(=O)OC)C1)C1=CC=CC=C1